OC1CCC[C@@H](C(N1C)=O)N1C(C2=CC=CC=C2C1=O)=O 2-((3S)-7-hydroxy-1-methyl-2-oxoazepan-3-yl)isoindoline-1,3-dione